N-methyl-N-(t-butoxycarbonyl)-glycine CN(CC(=O)O)C(=O)OC(C)(C)C